ClC1=CC=C2C(=CC(=NC2=C1Cl)N1[C@@H](CCC1)[C@H](COCCC(=O)O)O)N1C=NC=C1 3-((R)-2-((S)-1-(7,8-Dichloro-4-(1H-Imidazol-1-Yl)Quinolin-2-Yl)Pyrrolidin-2-Yl)-2-Hydroxyethoxy)Propanoic Acid